(1S,2R,3S,5R)-3-(2-(2-((cyclopropylmethyl)amino)quinolin-7-yl)ethyl)-5-(4-(1-methylhydrazineyl)-7H-pyrrolo[2,3-d]pyrimidin-7-yl)cyclopentane-1,2-diol C1(CC1)CNC1=NC2=CC(=CC=C2C=C1)CC[C@@H]1[C@H]([C@H]([C@@H](C1)N1C=CC2=C1N=CN=C2N(N)C)O)O